(4-methylbenzyl)-1-(4-morpholin-4-yl-phenyl)butane-1-one CC1=CC=C(CC(C(=O)C2=CC=C(C=C2)N2CCOCC2)CC)C=C1